2-Chloro-4-methyl-6-(4-(4-(trifluoromethyl)phenyl)piperazin-1-yl)pyrimidine ClC1=NC(=CC(=N1)C)N1CCN(CC1)C1=CC=C(C=C1)C(F)(F)F